(S)-binaphthdiol C1(=C(C(=CC2=CC=CC=C12)O)O)C1=CC=CC2=CC=CC=C12